tungsten-boron-tellurium phosphate P(=O)([O-])([O-])[O-].[Te+2].[B+3].[W+4].P(=O)([O-])([O-])[O-].P(=O)([O-])([O-])[O-]